4-[4-[[1-[(4-fluorophenyl)carbamoyl]-cyclopropanecarbonyl]-amino]phenoxy]-6-methoxyquinoline-7-carboxylic acid FC1=CC=C(C=C1)NC(=O)C1(CC1)C(=O)NC1=CC=C(OC2=CC=NC3=CC(=C(C=C23)OC)C(=O)O)C=C1